2-[3'-(triphenylen-2-yl)-biphenyl-3-yl]-4,6-diphenyl-1,3,5-triazine C1=C(C=CC=2C3=CC=CC=C3C3=CC=CC=C3C12)C=1C=C(C=CC1)C1=CC(=CC=C1)C1=NC(=NC(=N1)C1=CC=CC=C1)C1=CC=CC=C1